NC1(CN(C1)C=1SC(=C(N1)C)C(C)C1=CC=C(C=C1)N1N=CN(C1=O)CC1=C(C=CC=C1F)F)C 2-(4-(1-(2-(3-amino-3-methylazetidin-1-yl)-4-methylthiazol-5-yl)ethyl)phenyl)-4-(2,6-difluorobenzyl)-2,4-dihydro-3H-1,2,4-triazol-3-one